ClC1=CC=C(C=C1)C1=NC=2N(C(N(C(C2N1CC1=NC=C(C=C1)Cl)=O)CCCO)=O)C 8-(4-chlorophenyl)-7-((5-chloropyridin-2-yl)methyl)-1-(3-hydroxypropyl)-3-methyl-1H-purine-2,6(3H,7H)-dione